C(C=CC1=CC=CC=C1)(=O)N=C(NC1=CC=CC=C1)NC1=CC=CC=C1 N''-Cinnamoyl-N,N'-diphenylguanidine